CN(C=1N(C2=C(C(N(C=3C=C(C=CC23)F)C2=CC=CC=C2)=O)N1)C)C 2-(dimethylamino)-7-fluoro-1-methyl-5-phenyl-1,5-dihydro-4H-imidazo[4,5-c]quinolin-4-one